COC(NC1=CC=C(C=C1)NC(C(CC1=CC=CC=C1)N1OCN(OC1)C1=C(C=CC(=C1)Cl)N1N=NN=C1)=O)=O (4-(2-(4-(5-chloro-2-(1H-tetrazol-1-yl)phenyl)-2,5-dioxapiperazin-1-yl)-3-phenylpropionamido)phenyl)carbamic acid methyl ester